1-(3-(2-naphthyl)-2-(naphthalen-2-yl)indolizin-1-yl)pyridin-2(1H)-one C1=C(C=CC2=CC=CC=C12)C1=C(C(=C2C=CC=CN12)N1C(C=CC=C1)=O)C1=CC2=CC=CC=C2C=C1